O=C1NC(CCC1N1C(C2=CC=C(C=C2C1=O)N1CCN(CC1)CCCN1CCN(CC1)C1=CC=C(C(=O)C=2C3=C(SC2C2=CC=C(C=C2)F)C=C(C=C3)B(O)O)C=C1)=O)=O (3-(4-(4-(3-(4-(2-(2,6-dioxopiperidin-3-yl)-1,3-dioxoisoindolin-5-yl)piperazin-1-yl)propyl)piperazin-1-yl)benzoyl)-2-(4-fluorophenyl)benzo[b]thiophen-6-yl)boronic acid